FC1=CC=C(C=C1)C=1N=CN(C1C=1C=C2C=C(C=NC2=CC1)N1[C@H](COCC1)C)C(C)C (S)-4-(6-(4-(4-fluorophenyl)-1-isopropyl-1H-imidazol-5-yl)quinolin-3-yl)-3-methylmorpholine